Cl.N12CC(CC(CCC1)C2)NC2=NC=CC(=N2)C=2C(=NC=CC2)OC2=C(C(=C(C(=C2)F)NS(=O)(=O)CC2=CC=CC=C2)F)F N-(4-((3-(2-((1-azabicyclo[3.3.1]nonan-3-yl)amino)pyrimidin-4-yl)pyridin-2-yl)oxy)-2,3,6-trifluorophenyl)-1-phenylmethanesulfonamide hydrochloride